1,3-dichloro-1,3,5-triazin-2,4,6-trione ClN1C(N(C(NC1=O)=O)Cl)=O